C1(CCC1)CN(C(OC(C)(C)C)=O)[C@H]1CN(CCC1)C1=CC(N(C=C1)C(C(=O)NC=1C=NC=C(C1)N(C)C)C)=O tert-butyl (cyclobutylmethyl)((3R)-1-(1-(1-((5-(dimethylamino)pyridin-3-yl)amino)-1-oxopropan-2-yl)-2-oxo-1,2-dihydropyridin-4-yl)piperidin-3-yl)carbamate